2-methyl-N-(trans-1-oxo-3-thiacyclobutyl)benzamide ethyl-6-ethylimidazo[1,5-a]pyridine-5-carboxylate C(C)OC(=O)C1=C(C=CC=2N1C=NC2)CC.CC2=C(C(=O)NC1C(CS1)=O)C=CC=C2